C(CCCCCCC)OC1=C(C=C(C(=C1OCCCCCCCC)CN(C)C)CC)CN(C)C 1,1'-(2,3-Dioctyloxy-5-ethyl-1,4-phenylen)-bis(N,N-dimethylmethanamin)